FC=1C=C(C=CC1)C(N1C2CN(CC1CC2)C(=O)C=2C=NC=C(C2)C)C2=CC(=CC=C2)F (8-(bis(3-fluorophenyl)methyl)-3,8-diazabicyclo[3.2.1]octan-3-yl)(5-methylpyridin-3-yl)methanone